C(C)(C)(C)OC(=O)N1[C@H](CNCC1)CO (R)-2-(hydroxymethyl)piperazine-1-carboxylic acid tert-butyl ester